5-(aminomethyl)-2-methyl-N-(1-(2-(4-(trifluoromethyl)-1H-1,2,3-triazol-1-yl)quinolin-4-yl)ethyl)benzamide NCC=1C=CC(=C(C(=O)NC(C)C2=CC(=NC3=CC=CC=C23)N2N=NC(=C2)C(F)(F)F)C1)C